CC1=CC=C(C=C1)S(=O)C1=CC=C(C=C1)C 4-methylphenyl sulfoxide